C(C)(C)OC(C)(C)C=1N=C(SC1)NC([C@H](C)OCC1=CC=NC=C1)=O (S)-N-(4-(2-isopropoxyprop-2-yl)thiazol-2-yl)-2-(pyridin-4-ylmethoxy)propanamide